5-(5-Chloro-1H-pyrazol-4-yl)-2-{5-[methyl(piperidin-4-yl)amino][1,3]thiazolo[5,4-d][1,3]thiazol-2-yl}pyridin-3-ol Hydrochlorid Cl.ClC1=C(C=NN1)C=1C=C(C(=NC1)C=1SC=2N=C(SC2N1)N(C1CCNCC1)C)O